N-[2,5-difluoro-4-(trifluoromethyl)phenyl]-5-(1-methylimidazol-2-yl)-1H-pyrrole-3-sulfonamide FC1=C(C=C(C(=C1)C(F)(F)F)F)NS(=O)(=O)C1=CNC(=C1)C=1N(C=CN1)C